1,1,1,2,2,4,4,4-octafluoro-3-(2,2,3,3,3-pentafluoropropoxy)-3-(trifluoromethyl)butane FC(C(C(C(F)(F)F)(C(F)(F)F)OCC(C(F)(F)F)(F)F)(F)F)(F)F